O(C)C(CC)O 1-methoxylpropanol